P(=O)(O)(O)O.N1=CC=CC=C1 pyridine dihydrogen phosphate salt